N-(5-cyano-4-fluoro-2-((((S)-oxetan-2-yl)methyl)amino)phenyl)acetamide C(#N)C=1C(=CC(=C(C1)NC(C)=O)NC[C@H]1OCC1)F